C(C)(C)(C)C=1C=CC(=CC1O)C 6-t-butyl-meta-cresol